Tert-butyl (1R,4R,7S)-7-(3-(4-(trifluoromethoxy)phenyl)ureido)-2-azabicyclo[2.2.1]heptane-2-carboxylate FC(OC1=CC=C(C=C1)NC(N[C@@H]1[C@@H]2N(C[C@H]1CC2)C(=O)OC(C)(C)C)=O)(F)F